4-(2-bromoethoxy)benzamide BrCCOC1=CC=C(C(=O)N)C=C1